COC1=CC=C(C=C1)C=1C=C(SC1)C(=O)C1=CC(=C(C(=C1)OC)OC)OC (4-(4-methoxyphenyl)thiophen-2-yl)(3,4,5-trimethoxyphenyl)methanone